3-(3-(1-cyano-1-(2-(2-fluoro-5-((6-fluoro-4-methyl-1H-indol-5-yl)oxy)phenyl)-1H-imidazol-4-yl)propyl)phenyl)propanoic acid C(#N)C(CC)(C=1N=C(NC1)C1=C(C=CC(=C1)OC=1C(=C2C=CNC2=CC1F)C)F)C=1C=C(C=CC1)CCC(=O)O